6-bromo-7-methyl-5-(oxetan-3-yl)-7H-pyrrolo[2,3-d]pyrimidin-4-amine BrC1=C(C2=C(N=CN=C2N)N1C)C1COC1